C(C=C)(=O)OCCC1C(OC1F)(F)F 3-(acryloyloxyethyl)-2,2,4-trifluorooxetane